2-(3,3-diethoxypropoxy)pyridin-3-amine C(C)OC(CCOC1=NC=CC=C1N)OCC